3-oxo-3H-spiro[1-benzofuran-2,4'-piperidine]-1'-carboxylic acid tert-butyl ester C(C)(C)(C)OC(=O)N1CCC2(CC1)OC1=C(C2=O)C=CC=C1